(S,E)-N-(2,6-Dichlorobenzyl)-2-((3-(4-fluorophenyl)acryloyl)oxy)-N-(2-hydroxyethyl)ethan-1-amine oxide ClC1=C(C[N@@+](CCOC(\C=C\C2=CC=C(C=C2)F)=O)(CCO)[O-])C(=CC=C1)Cl